C1=C(N=NN=N1)N Aminotetrazine